O=C1C=CC(=CN1)C(=O)O 6-oxo-1H-pyridine-3-carboxylic acid